7-Chloro-1-methyl-3-nitro-1,5-dihydro-4H-pyrrolo[3,2-c]pyridin-4-one ClC=1C2=C(C(NC1)=O)C(=CN2C)[N+](=O)[O-]